5-[2-fluoro-4-[4-[(2-fluorophenyl)methyl]-5-oxo-1,2,4-triazol-1-yl]phenoxy]-4-methyl-thiazole-2-carboxylic acid methyl ester COC(=O)C=1SC(=C(N1)C)OC1=C(C=C(C=C1)N1N=CN(C1=O)CC1=C(C=CC=C1)F)F